2-{[5-Fluoro-3-(3-{4-[3-(morpholin-4-yl)azetidine-1-carbonyl]phenyl}-1,2-oxazol-5-yl)-1H-indazol-6-yl]oxy}ethan-1-ol FC=1C=C2C(=NNC2=CC1OCCO)C1=CC(=NO1)C1=CC=C(C=C1)C(=O)N1CC(C1)N1CCOCC1